FC(CN1CCC(CC1)CNC(C1=CC(=CC=C1)CN1C(C2=CC=C(C=C2C=C1)N1CCOCC1)=O)=O)F N-((1-(2,2-Difluoroethyl)piperidin-4-yl)methyl)-3-((6-morpholino-1-oxoisoquinolin-2(1H)-yl)methyl)benzamide